C(C)(=O)N1C[C@@H](CC1)N1C(C=2N(C=3N(C(C2C1)=O)N=C(C3)CC)CC(=O)NC3=NC=C(C=C3)F)=O |r| 2-{6-[(±)-1-acetylpyrrolidin-3-yl]-2-ethyl-5,8-dioxo-5,6,7,8-tetrahydro-4H-pyrazolo[1,5-a]pyrrolo[3,4-d]pyrimidin-4-yl}-N-(5-fluoropyridin-2-yl)acetamide